FC(OC=1C=CC(=NC1)OC1=CC=C(C=C1)C1=NOC(=N1)C(CC)O)F (3-(4-((5-(difluoromethoxy)pyridin-2-yl)oxy)phenyl)-1,2,4-oxadiazol-5-yl)propan-1-ol